N1(N=CC=C1)C=1C=CC(=C(C1)O)C=1N=NC(=CC1)OC1CC(NC(C1)(C)C)(C)C 5-(1H-pyrazol-1-yl)-2-(6-(2,2,6,6-tetramethylpiperidin-4-yloxy)pyridazin-3-yl)phenol